CC(C)N1N=C(C=C1)C(=O)OC methyl 1-(propan-2-yl)-1H-pyrazole-3-carboxylate